5-((5-(2-methoxy-6-(morpholin-2-ylmethoxy)phenyl)-1H-pyrazol-3-yl)amino)picolinonitrile COC1=C(C(=CC=C1)OCC1CNCCO1)C1=CC(=NN1)NC=1C=CC(=NC1)C#N